C1(CC1)OC1=CC(=CC2=C1N=C(S2)N2[C@@H]1C[C@H]([C@H](C2)C1)OCC1=C(N=NN1C1=C(C=CC=C1Cl)Cl)C1CC1)C(=O)O 4-cyclopropoxy-2-((1S,4S,5R)-5-((4-cyclopropyl-1-(2,6-dichlorophenyl)-1H-1,2,3-triazol-5-yl)methoxy)-2-azabicyclo[2.2.1]heptan-2-yl)benzo[d]thiazole-6-carboxylic acid